N(=[N+]=[N-])[C@H](C(=O)OC(C)(C)C)C(C)C tert-butyl (S)-2-azido-3-methylbutanoate